3-(n-butylamino)propyltrimethoxysilane C(CCC)NCCC[Si](OC)(OC)OC